N=1N(N=CC1)C1=CC=C(C=C1)[C@@](C(=O)OC(C)C)(CC(C)(C)C)N isopropyl (R)-2-(4-(2H-1,2,3-triazol-2-yl)phenyl)-2-amino-4,4-dimethylpentanoate